C(CC)S(=O)(=O)OC1=CC=C(C=C1)NC(=O)NC1=CC=C(C=C1)OS(=O)(=O)CCC N,N'-bis-[4-(1-propanesulfonyloxy)phenyl]urea